6-((8-Azabicyclo[3.2.1]octan-3-yl)oxy)-N-(4-([1,2,4]triazolo[1,5-a]pyridin-7-yloxy)-2-fluoro-3-methylphenyl)pyrido-[3,4-d]pyrimidin-4-amine C12CC(CC(CC1)N2)OC2=CC1=C(N=CN=C1NC1=C(C(=C(C=C1)OC1=CC=3N(C=C1)N=CN3)C)F)C=N2